O1C(COCC1)COC1=NC(N2C(C3=CC=C(C=C3CC2)C=2C=C(C=CC2)NC(C)=O)=C1)=O N-{3-{2-([1,4]Dioxan-2-ylmethoxy)-4-oxo-6,7-dihydro-4H-pyrimido[6,1-a]isoquinolin-9-yl}-phenyl}-acetamide